methyl 6-amino-7-(naphthalen-1-ylmethyl)-5-oxo-8-(3-(trifluoromethyl)phenyl)-2,3-dihydro-5H-thiazolo[3,2-a]pyridine-3-carboxylate 1,1-dioxide NC1=C(C(=C2N(C1=O)C(CS2(=O)=O)C(=O)OC)C2=CC(=CC=C2)C(F)(F)F)CC2=CC=CC1=CC=CC=C21